3-(5-(1H-pyrrolo[2,3-b]pyridin-4-yl)pyridin-2-yl)-6-((6-methoxypyridin-3-yl)methyl)-3,6-diazabicyclo[3.1.1]heptane N1C=CC=2C1=NC=CC2C=2C=CC(=NC2)N2CC1N(C(C2)C1)CC=1C=NC(=CC1)OC